4-(2-chlorobenzyl)-N-hydroxy-3,4-dihydro-2H-benzo[b][1,4]oxazine-6-carboxamide ClC1=C(CN2C3=C(OCC2)C=CC(=C3)C(=O)NO)C=CC=C1